C(#N)C1(CC1)NS(=O)(=O)C=1C=C(C=2N(C1)C(=NC2)C=2SC(=NN2)C(F)F)N2CCN(CC2)C(=O)C2(CC2)OCC(=O)O 2-(1-(4-(6-(N-(1-cyanocyclopropyl)sulfamoyl)-3-(5-(difluoromethyl)-1,3,4-Thiadiazol-2-yl)imidazo[1,5-a]pyridin-8-yl)piperazine-1-carbonyl)cyclopropyloxy)acetic acid